C(C)C(C(=O)[O-])CCCC.C(C)C(C(=O)[O-])CCCC.[Cu+2].Cl[Si](C)(O[Si](C)(C)Cl)Cl dichloro-[chloro(dimethyl)silyl]oxy-methylsilane Copper bis(2-ethylhexanoate)